N[C@@H](CCC(=O)[O-])C(=O)OC methyl glutamate